CC(C)(C)[S@@](=O)\N=C(\C)/C=1C=C(C=C2C(NC(=NC12)N1CCOCC1)=O)C (NZ,R)-2-methyl-N-[1-(6-methyl-2-morpholino-4-oxo-3H-quinazolin-8-yl)ethylidene]propane-2-sulfinamide